N-(3-(6-(2-fluoro-3,5-dimethoxyphenyl)-4,5,6,7-tetrahydro-1H-indazol-3-yl)-1H-pyrazol-4-yl)acrylamide FC1=C(C=C(C=C1OC)OC)C1CCC=2C(=NNC2C1)C1=NNC=C1NC(C=C)=O